(S)-tert.Butylsulfinamide C(C)(C)(C)[S@](=O)N